C(OC(C)(C)C)(=O)O[O-] tert-butyl peroxycarbonat